FC(C(=O)[O-])(F)F.C(CCCCCCC\C=C/CCCCCCCC)OC(=O)OC(C(=O)OC1CC2CCC(C1)[N+]21CCCC1)(C1=CC=CC=C1)C1=CC=CC=C1 3-(2-(((((Z)-Octadec-9-en-1-yl)oxy)carbonyl)oxy)-2,2-diphenylacetoxy)spiro[bicyclo[3.2.1]octane-8,1'-pyrrolidin]-8-ium 2,2,2-trifluoroacetate